C1(=CC=CC=C1)C1=C(C(=C(C=C1)C1=CC=CC=C1)C1=CC=CC=C1)C1=CC=CC=C1 TETRAPHENYLBENZENE